NC1=NC=CC=C1C1=NC=2C(=NC(=CC2)N2N=CC=C2)N1C=1C=C2CC[C@@H](C2=CC1)NCC1=C(C=CC=C1)NC(C=C)=O N-[2-({[(1S)-5-[2-(2-aminopyridin-3-yl)-5-(pyrazol-1-yl)imidazo[4,5-b]pyridin-3-yl]-2,3-dihydro-1H-inden-1-yl]amino}methyl)phenyl]prop-2-enamide